C(C)C1=C2C(=CC(=CC2=CC=C1F)O)C1=C(C=2N=C(N=C(C2C=N1)N1CCOC[C@H](C1)CO)OC[C@]12CCCN2C[C@@H](C1)F)F 5-Ethyl-6-fluoro-4-(8-fluoro-2-(((2R,7aS)-2-fluorotetrahydro-1H-pyrrolizin-7a(5H)-yl)methoxy)-4-((R)-6-(hydroxymethyl)-1,4-oxazepan-4-yl)pyrido[4,3-d]pyrimidin-7-yl)naphthalen-2-ol